OC1=C(C=C(C=C1)C(C)(C)CC(C)(C)C)N1N=C2C(=N1)C=CC=C2 2-(2-hydroxy-5-tert-octylphenyl)benzotriazol